C1=CC=CC2=NC3=CC=CC=C3N=C12 9,10-diazaanthracene